C(C1=CC=CC=C1)OC(=O)N1CCN(CC1)S(=O)(=O)C1=CC=C(C=C1)N1C(CC(C1)N(CCCO)C(=O)OC(C)(C)C)=O 4-[4-[4-[tert-Butoxycarbonyl-(3-hydroxypropyl)amino]-2-oxo-pyrrolidin-1-yl]phenyl]sulfonylpiperazine-1-carboxylic acid benzyl ester